isoleucyl carbamate C(N)(OC([C@@H](N)[C@@H](C)CC)=O)=O